ClC1=CC=C(C=C1)CNC(=O)C1CN(C(C1)=O)C1CCC1 N-[(4-chlorophenyl)methyl]-1-cyclobutyl-5-oxopyrrolidine-3-carboxamide